N1(CCOCC1)C=1N(C(C=2NC(=NC2N1)C=1C=NN(C1)CC1=CC=C(C=C1)C(F)(F)F)=O)CCC 2-morpholin-4-yl-1-propyl-8-[1-(4-trifluoromethyl-benzyl)-1H-pyrazol-4-yl]-1,7-dihydro-purin-6-one